COB1OC(C2=C1C=CC(=C2)NC2=NC=C(C(=N2)N[C@H](CO)C2=CC=CC=C2)C2=NC(=NO2)C2=NC=CC=C2)(C)C (S)-2-((2-((1-methoxy-3,3-dimethyl-1,3-dihydrobenzo[c][1,2]oxaborol-5-yl)amino)-5-(3-(pyridin-2-yl)-1,2,4-oxadiazol-5-yl)pyrimidin-4-yl)amino)-2-phenylethan-1-ol